Cl.FC(CN(C(C1=CC=CC(=C1)F)=O)C(C)C)F N-(2,2-di-fluoroethyl)-5-fluoro-N-isopropylbenzamide hydrochloride